3-((3-Iodo-5-nitrobenzyl)oxy)-2-phenylpiperidine IC=1C=C(COC2C(NCCC2)C2=CC=CC=C2)C=C(C1)[N+](=O)[O-]